ClC=1C=C(C=NC1)C1=NN=C(O1)C=1C=CC(N(C1)CC(=O)NCC)=O 2-(5-(5-(5-chloropyridin-3-yl)-1,3,4-oxadiazol-2-yl)-2-oxopyridin-1(2H)-yl)-N-ethylacetamide